C(C)(=O)N(C1=C(C=C(C=C1)C1=CC=C(C=N1)C(=O)NCCC=1C=NNC1)Cl)CC1CC1 6-[4-[acetyl(cyclopropylmethyl)amino]-3-chloro-phenyl]-N-[2-(1H-pyrazol-4-yl)ethyl]pyridine-3-carboxamide